C1(CCC1)C1=CC=C2C(=N1)NC=C2C=2C=CC=1N(C2)C(=CN1)C(=O)NCC(F)F 6-(6-cyclobutyl-1H-pyrrolo[2,3-b]pyridin-3-yl)-N-(2,2-difluoroethyl)imidazo[1,2-a]pyridine-3-carboxamide